FC1=C(OC2CC(C2)O)C=CC(=C1)F 3-(2,4-difluorophenoxy)cyclobutan-1-ol